(E)-2-{2-[(3-nitrophenyl) methyloximinomethyl] phenyl}-3-methoxyacrylate [N+](=O)([O-])C=1C=C(C=CC1)CC(C1=C(C=CC=C1)/C(/C(=O)[O-])=C\OC)=NO